BrCC=1N=NC(=CC1)Cl (bromomethyl)-6-chloropyridazine